N-(2,6-dimethylphenyl)-2-phenylimidazo[1,2-a]pyrazin-3-amine CC1=C(C(=CC=C1)C)NC1=C(N=C2N1C=CN=C2)C2=CC=CC=C2